2-[[6-[(2,5-Dichloropyrimidin-4-yl)amino]-1-methyl-8-[2-[[(3s,5r)-5-methyl-3-piperidinyl]oxy]ethoxy]-2-oxo-3-quinolinyl]oxy]-N-methyl-acetamide ClC1=NC=C(C(=N1)NC=1C=C2C=C(C(N(C2=C(C1)OCCO[C@@H]1CNC[C@@H](C1)C)C)=O)OCC(=O)NC)Cl